ClC1=CC=C(C=C1)C=1C(=NNC1NC(CC(=O)OCC)=O)C1=CC=C(C=C1)C#N ethyl 3-[[4-(4-chlorophenyl)-3-(4-cyanophenyl)-1H-pyrazol-5-yl]amino]-3-oxo-propanoate